2'-(6-(4,6-diphenyl-1,3,5-triazin-2-yl)pyridin-3-yl)spiro[cyclohexane-1,9'-fluorene]-5'-carbonitrile C1(=CC=CC=C1)C1=NC(=NC(=N1)C1=CC=CC=C1)C1=CC=C(C=N1)C1=CC=2C3(C=4C=CC=C(C4C2C=C1)C#N)CCCCC3